glycyl-N6-[(benzyloxy)carbonyl]-L-lysine NCC(=O)N[C@@H](CCCCNC(=O)OCC1=CC=CC=C1)C(=O)O